C(C=C)OC1=NC(=CC(=C1C#N)C1=CC=C(C=C1)F)C1=NC=CC=C1 2-(Allyloxy)-4-(4-fluorophenyl)-6-(pyridin-2-yl)pyridine-3-carbonitrile